O1C(OCC1)C1=CC=C(N)C=C1 4-(1,3-dioxolan-2-yl)aniline